(R)-(5-(1-(difluoromethyl)-1H-pyrazol-4-yl)-1,3,4-oxadiazol-2-yl)(4-(pyrazolo[1,5-a]pyridin-2-yl)-6,7-dihydro-1H-imidazo[4,5-c]pyridin-5(4H)-yl)methanone FC(N1N=CC(=C1)C1=NN=C(O1)C(=O)N1[C@H](C2=C(CC1)NC=N2)C2=NN1C(C=CC=C1)=C2)F